(R)-N-((R)-1-(3-fluoro-2-methyl-4-(4,4,5,5-tetramethyl-1,3,2-dioxaborolan-2-yl)phenyl)ethyl)-2-methylpropane-2-sulfinamide FC=1C(=C(C=CC1B1OC(C(O1)(C)C)(C)C)[C@@H](C)N[S@](=O)C(C)(C)C)C